(7R,14R)-11-(2-((2R,3S)-3-amino-2-methylazetidin-1-yl)pyrimidin-5-yl)-6-(methyl-d3)-1-(prop-1-yn-1-yl)-6,7-dihydro-7,14-methanobenzo[f]benzo[4,5]imidazo[1,2-a][1,4]diazocin-5(14H)-one N[C@@H]1[C@H](N(C1)C1=NC=C(C=N1)C1=CC2=C(N=C3N2[C@H]2C4=C(C(N([C@@H]3C2)C([2H])([2H])[2H])=O)C=CC=C4C#CC)C=C1)C